C(C)(=O)OC1C(OC(C(C1OC(C)=O)OC(C)=O)C(=O)OC)OC1=C(C=C(C=C1)\C=C\CO)N 2-(2-amino-4-((E)-3-hydroxyprop-1-en-1-yl)phenoxy)-6-(methoxycarbonyl)tetrahydro-2H-pyran-3,4,5-triyl triacetate